3-({[(1S)-5-fluoro-1,2,3,4-tetrahydronaphthalen-1-yl]methyl}amino)pyridine-4-carboxylic acid FC1=C2CCC[C@@H](C2=CC=C1)CNC=1C=NC=CC1C(=O)O